OC1=CC=C(C=C1)C(C)(CCC1=CC=C(C=C1)O)C 2,4-bis(4'-hydroxyphenyl)-2-methylbutane